3-fluoro-2,6-dimethoxy-5-nitro-pyridine FC=1C(=NC(=C(C1)[N+](=O)[O-])OC)OC